5-(5-((1R,5S,6S)-6-(1H-1,2,3-triazol-5-yl)-3-azabicyclo[3.1.0]hexan-3-yl)-1,3,4-oxadiazol-2-yl)-N-((S)-2,3-dihydro-1H-inden-1-yl)pyrimidin-2-amine N1N=NC=C1C1[C@H]2CN(C[C@@H]12)C1=NN=C(O1)C=1C=NC(=NC1)N[C@H]1CCC2=CC=CC=C12